(S)-N-((S)-2,2-difluoro-1-(5-fluoro-1-neopentyl-6-(2-(trifluoromethyl)pyridin-3-yl)-1H-indol-3-yl)ethyl)-2-methylpropane-2-sulfinamide FC([C@H](C1=CN(C2=CC(=C(C=C12)F)C=1C(=NC=CC1)C(F)(F)F)CC(C)(C)C)N[S@@](=O)C(C)(C)C)F